3-(2-((4-methyl-4H-1,2,4-triazol-3-yl)methyl)spiro[3.3]heptan-2-yl)aniline ammonium 4-[hydroxy(methyl)phosphinoyl]-DL-homoalaninate OP(=O)(CC[C@H](N)C(=O)[O-])C.[NH4+].CN1C(=NN=C1)CC1(CC2(C1)CCC2)C=2C=C(N)C=CC2 |r|